(1,5,5-trimethyl-cyclohexan-1-yl)methane CC1(CCCC(C1)(C)C)C